N1(C=NC=2C1=C1C(=NC2)NC=C1)N1CCC(CC1)C(C#N)C 2-(1-(imidazo[4,5-d]pyrrolo[2,3-b]pyridin-1(6H)-yl)piperidin-4-yl)propionitrile